C(C)N1N=C(C=C1C1=CNC2=NC=CC(=C21)OC2=C(C=C(NC=1OC[C@](CN1)(F)CO)C=C2F)F)C(F)(F)F |r| (+/-)-{2-[4-({3-[1-ethyl-3-(trifluoromethyl)-1H-pyrazol-5-yl]-1H-pyrrolo[2,3-b]pyridin-4-yl}oxy)-3,5-difluoroanilino]-5-fluoro-5,6-dihydro-4H-1,3-oxazin-5-yl}methanol